C(C)C(CSCC(=O)[O-])CCCC.C(C)C(CSCC(=O)[O-])CCCC.C(CCCCCCC)[Sn+2]CCCCCCCC di-n-octyltin bis(2-ethylhexylmercaptoacetate)